7-amino-3-bromo-2-methyl-5-(methylsulfonyl)pyrazolo[1,5-a]pyrimidine-6-carbonitrile NC1=C(C(=NC=2N1N=C(C2Br)C)S(=O)(=O)C)C#N